2-(4-fluoro-2-methylphenyl)-5-(1H-pyrrolo[2,3-b]pyridin-4-yl)-1-{[2-(trimethylsilyl)ethoxy]methyl}-1H-pyrrole-3-carboxylic acid FC1=CC(=C(C=C1)C=1N(C(=CC1C(=O)O)C1=C2C(=NC=C1)NC=C2)COCC[Si](C)(C)C)C